N[C@@H]1CN(CC[C@H]1F)C1=NC2=C(N1CC1=NC=C(C#N)C=C1)C=C(C(=C2)F)C(F)(F)F 6-((2-((3R,4R)-3-Amino-4-fluoropiperidin-1-yl)-5-fluoro-6-(trifluoromethyl)-1H-benzo[d]imidazol-1-yl)methyl)nicotinonitril